ClC1=CC(=C(CN2C(N(C(C3=CC=C(C=C23)C(=O)NCC2=C(C=C(C=C2F)F)F)C)C)=O)C=C1)F 1-(4-chloro-2-fluorobenzyl)-3,4-dimethyl-2-oxo-N-(2,4,6-trifluorobenzyl)-1,2,3,4-tetrahydroquinazoline-7-carboxamide